N-(4-((1-cyclopropyl-2,3-dihydro-1H-[1,4]oxazino[3,2-g]quinolin-9-yl)oxy)-3,5-difluorophenyl)-4-methoxynicotinamide C1(CC1)N1CCOC=2C1=CC=1C(=CC=NC1C2)OC2=C(C=C(C=C2F)NC(C2=CN=CC=C2OC)=O)F